C(C)[S@](=O)C=1C=C(C=NC1C1=NC2=C(N=NC(=C2)C(F)(F)F)N1C)OC(C#N)(C)C 2-[[5-[(S)-ethylsulfinyl]-6-[7-methyl-3-(trifluoromethyl)imidazo[4,5-c]pyridazin-6-yl]-3-pyridyl]oxy]-2-methyl-propanenitrile